[I-].C1(CCCCC1)C([N+]1(CCC=C(C1)C1=NSN=C1OCCCCCC)C)OC(CCCCCCCCCCC)=O 1-(Cyclohexyl(dodecanoyloxy)methyl)-5-(4-(hexyloxy)-1,2,5-thiadiazol-3-yl)-1-methyl-1,2,3,6-tetrahydropyridin-1-ium iodide